(rac)-(2s,4s)-2-(6-phenyl-2-azaspiro[3.4]octane-2-carbonyl)-7-oxa-5-azaspiro[3.4]octane-6-one C1(=CC=CC=C1)[C@H]1CC2(CN(C2)C(=O)C2CC3(C2)NC(OC3)=O)CC1 |r|